C1(=CC=CC=C1)CCCCCCCCC1=C(C=CC=C1)CCC(=O)O 3-[2-(8-phenyloctyl)phenyl]propionic acid